CC1(CCN(CC1)C=1OC2=C(C=C(C=C2C(C1C)=O)C)[C@@H](C)NC1=C(C=CC=C1)C1=CC2=C(CCOB2O)C=C1)C 2-(4,4-dimethyl-1-piperidyl)-8-[(1R)-1-[2-(1-hydroxy-3,4-dihydro-2,1-benzoxaborinin-7-yl)anilino]ethyl]-3,6-dimethyl-chromen-4-one